[Si](C1=CC=CC=C1)(C1=CC=CC=C1)(C(C)(C)C)OCCCCCCCCCCC(=O)N(C)OC 11-((tert-butyldiphenylsilyl)oxy)-N-methoxy-N-methylundecanamide